C(C)CC(CCCCCCCCCC)OO hydroxy ethyl-2-dodecyl ether